C(C)C1(NC(N(C(C1)=O)[C@@H]1CCOC2=CC=C(C=C12)C(=O)NC1C(COC2=CC(=CC=C12)OC)(C)O)=N)CC (4R)-4-(4,4-diethyl-2-imino-6-oxo-hexahydropyrimidin-1-yl)-N-(3-hydroxy-7-methoxy-3-methyl-chroman-4-yl)chromane-6-carboxamide